1-((S)-1-(4,5-dimethyl-6-((1R,5S)-2-oxo-3-azabicyclo[3.1.0]hexan-3-yl)pyridin-3-yl)ethyl)-1H-1,2,3-triazole-4-carboxylic acid CC1=C(C=NC(=C1C)N1C([C@@H]2C[C@@H]2C1)=O)[C@H](C)N1N=NC(=C1)C(=O)O